C(#N)CN Cyanomethyl-amine